[N+](=O)([O-])C(C(=O)O)=CCCCCCCCCCCCCCCC nitrooctaDecenoic acid